1-(3-difluoromethyl-cyclobutyl)-3-{2-methoxy-1-[2-(2,2,2-trifluoro-ethoxy)-pyridin-4-yl]-ethyl}-urea FC(C1CC(C1)NC(=O)NC(COC)C1=CC(=NC=C1)OCC(F)(F)F)F